4-(2-ethoxy-2-oxoethyl)-1-methylpyridin-1-ium iodide [I-].C(C)OC(CC1=CC=[N+](C=C1)C)=O